P(OC1=CC(=CC(=C1)C(C)(C)C)C(C)(C)C)(OC1=CC(=CC(=C1)C(C)(C)C)C(C)(C)C)OC1=CC(=CC(=C1)C(C)(C)C)C(C)(C)C tris(3,5-di-t-butylphenyl) phosphite